N-(5-(3-(piperidine-1-carbonyl)pyrazolo[1,5-a]pyridin-7-yl)pyridin-3-yl)-2-(6-(trifluoromethyl)pyridin-3-yl)acetamide N1(CCCCC1)C(=O)C=1C=NN2C1C=CC=C2C=2C=C(C=NC2)NC(CC=2C=NC(=CC2)C(F)(F)F)=O